tert-butyl 2-(4-amino-5-(furan-3-yl)-7H-pyrrolo[2,3-d]pyrimidin-7-yl)acetate NC=1C2=C(N=CN1)N(C=C2C2=COC=C2)CC(=O)OC(C)(C)C